sodium valproate C(C(CCC)CCC)(=O)[O-].[Na+]